bis-[3-(triethoxysilyl) propyl] ditelluride C(C)O[Si](CCC[Te][Te]CCC[Si](OCC)(OCC)OCC)(OCC)OCC